3-(2,3-difluorophenyl)-1-propanol FC1=C(C=CC=C1F)CCCO